ClP(C)C chloro(dimethyl)phosphine